(S)-(5-Oxopyrrolidin-3-yl)carbamic acid tert-butyl ester C(C)(C)(C)OC(N[C@@H]1CNC(C1)=O)=O